C(#N)C=1C=C2C(=C(C(N(C2=CC1OC1COCC1)C)=O)C(=O)N)N1CCC(CC1)(C=1OC2=C(N1)C=C(C=C2)C)C 6-cyano-1-methyl-4-[4-methyl-4-(5-methyl-1,3-benzoxazol-2-yl)piperidin-1-yl]-2-oxo-7-[(oxolan-3-yl)oxy]-1,2-dihydroquinoline-3-carboxamide